6-(tert-butyl)-N-((R)-2-cyano-1-phenylethyl)-5,6,7,8-tetrahydrothieno[2,3-b]quinoline-2-carboxamide C(C)(C)(C)C1CC=2C=C3C(=NC2CC1)SC(=C3)C(=O)N[C@H](CC#N)C3=CC=CC=C3